isocoumarine C1(=O)OC=CC2=CC=CC=C12